ClC=1C=CC(=NC1COC)C1=CN(C(C=C1)=O)C 5-chloro-6-(methoxymethyl)-1'-methyl-[2,3'-bipyridin]-6'(1'H)-one